C(C)(C)OC(=O)C=1C(=C(N2C=C(C=C2C1)Br)C(=C)N1CCC(CC1)N1CCCC1)C 2-bromo-6-methyl-5-(1-(4-(pyrrolidin-1-yl)piperidin-1-yl)vinyl)indolizine-7-carboxylic acid isopropyl ester